C(#N)C1=CC(=NN1C1CC(C1)C(F)(F)F)NC(C1=C(C=C(C=C1)I)N1CCC2(CC2)CC1)=O N-(5-cyano-1-((1s,3s)-3-(trifluoromethyl)cyclobutyl)-1H-pyrazol-3-yl)-4-iodo-2-(6-azaspiro[2.5]octan-6-yl)benzamide